N1,N1'-([1,1'-biphenyl]-3,5-diylbis(methylene))bis(N3-(3-aminopropyl)propane-1,3-diamine) C1(=CC(=CC(=C1)CNCCCNCCCN)CNCCCNCCCN)C1=CC=CC=C1